4-(((1S)-1-(4-chloro-8-(2-(S-methylsulfonimidoyl)pyrimidin-5-yl)-1-oxo-2-phenyl-1,2-dihydroisoquinolin-3-yl)ethyl)amino)pyrido[2,3-d]pyrimidin-5(8H)-one ClC1=C(N(C(C2=C(C=CC=C12)C=1C=NC(=NC1)S(=O)(=N)C)=O)C1=CC=CC=C1)[C@H](C)NC=1C2=C(N=CN1)NC=CC2=O